4-(3-(2-(2-fluorophenoxy)-4,6-dimethylphenyl)propyl)morpholine FC1=C(OC2=C(C(=CC(=C2)C)C)CCCN2CCOCC2)C=CC=C1